ClC=1C=C(C=CC1Cl)C=1N=C(SC1SC(C)C)N1N=C(C(=C1C(=O)O)C1=CN(C(C(=C1)C)=O)C)C 1-(4-(3,4-dichlorophenyl)-5-(isopropylthio)thiazol-2-yl)-4-(1,5-dimethyl-6-oxo-1,6-dihydropyridin-3-yl)-3-methyl-1H-pyrazole-5-carboxylic acid